isophthalic acid, Diphenyl ester C(C1=CC(C(=O)OC2=CC=CC=C2)=CC=C1)(=O)OC1=CC=CC=C1